methyl-4-(((1-(4-bromophenyl)piperidin-4-yl)oxy)methyl)-5-cyclopropyl-3-(2,6-dichlorophenyl)isoxazole CN1OC(=C(C1C1=C(C=CC=C1Cl)Cl)COC1CCN(CC1)C1=CC=C(C=C1)Br)C1CC1